(3R)-3-({2-[4-(methanesulfonimidoyl)phenyl][1,2,4]triazolo[1,5-c]quinazolin-5-yl}amino)azepan-2-one CS(=O)(=N)C1=CC=C(C=C1)C1=NN2C(=NC=3C=CC=CC3C2=N1)N[C@H]1C(NCCCC1)=O